ClC=1C(N(C(=CC1OC([2H])([2H])C1=NC=C(C=C1F)F)C)C1=CC(=NC=C1C)N1N=C(C=C1)S(=O)(=O)C(C)C)=O (S)-3-chloro-4-((3,5-difluoropyridin-2-yl)methoxy-d2)-2'-(3-(isopropylsulfonyl)-1H-pyrazole-1-yl)-5',6-dimethyl-2H-[1,4'-bipyridine]-2-one